FC=1C(=C2CCCOC2=CC1)CNC1=NC=CC=2N1C=NN2 5-(((6-fluorochroman-5-yl)methyl)amino)-[1,2,4]triazolo[4,3-c]pyrimidin